N-(4-(4-(2-(azetidin-3-yl)ethyl)piperazin-1-yl)phenyl)-4-((8-methyl-2,3-dihydro-1H-pyrido[2,3-b][1,4]oxazin-7-yl)amino)-2-oxo-1,2-dihydropyridine-3-carboxamide N1CC(C1)CCN1CCN(CC1)C1=CC=C(C=C1)NC(=O)C=1C(NC=CC1NC1=C(C2=C(OCCN2)N=C1)C)=O